CN(C(=O)[C@H]1OB(O[C@@H]1C(=O)N(C)C)[C@@H]1[C@H](C1)C)C (4S,5S)-N4,N4,N5,N5-tetramethyl-2-((1S,2S)-2-methylcyclopropyl)-1,3,2-dioxaborolane-4,5-dicarboxamide